N(=[N+]=[N-])C(C)(C)C1=CNC(C2=CC=3C=CN=C(C3C=C21)OCC2NC(CC2)=O)=O 4-(2-azidopropan-2-yl)-6-((5-oxopyrrolidin-2-yl)methoxy)pyrido[3,4-g]isoquinolin-1(2H)-one